(cyclopentadienyl)(2-methylcyclopentadienyl)hafnium dichloride [Cl-].[Cl-].C1(C=CC=C1)[Hf+2]C1C(=CC=C1)C